8-oxa-2-aza-spiro(4.5)decane hydrochloride Cl.C1NCCC12CCOCC2